C(C)S(=O)(=O)C1=NN2C(N=CC=C2N2N=C(N=C2)C(F)(F)F)=C1C1=NN2C=NC(=CC2=N1)C(F)(F)F 2-(2-(ethylsulfonyl)-7-(3-(trifluoromethyl)-1H-1,2,4-triazol-1-yl)pyrazolo[1,5-a]pyrimidin-3-yl)-7-(trifluoromethyl)-[1,2,4]triazolo[1,5-c]pyrimidine